N-(3-ethanesulfonylpropyl)morpholine tert-butyl-3-fluoro-5-[7-(2-hydroxy-4,6-dimethyl-phenyl)-1,8-naphthyridin-2-yl]piperidine-1-carboxylate C(C)(C)(C)OC(=O)N1CC(CC(C1)C1=NC2=NC(=CC=C2C=C1)C1=C(C=C(C=C1C)C)O)F.C(C)S(=O)(=O)CCCN1CCOCC1